((R)-2-cyclopropoxypropyl)-2-(((2S,4S)-4-((2-((2,4-difluorophenoxy)methyl)pyrimidin-4-yl)oxy)-2-methylpiperidin-1-yl)methyl)-1H-benzo[d]imidazole-6-carboxylic acid C1(CC1)O[C@@H](CN1C(=NC2=C1C=C(C=C2)C(=O)O)CN2[C@H](C[C@H](CC2)OC2=NC(=NC=C2)COC2=C(C=C(C=C2)F)F)C)C